[Ca].NC1=NC=C(C=C1O[C@H](C)C=1C=CC(=C(C1)NC(C1=CC(=CC=C1)C(F)(F)F)=O)C)Cl (R)-N-(5-(1-((2-amino-5-chloropyridin-3-yl)oxy)ethyl)-2-methylphenyl)-3-(trifluoromethyl)benzamide Calcium